C1(CC1)N1CCN(CC1)C=1C=C(CN2CCCC23CCN(CC3)C(=O)OC(C(F)(F)F)C(F)(F)F)C=C(C1)C(F)(F)F 1,1,1,3,3,3-hexafluoropropan-2-yl 1-(3-(4-cyclopropylpiperazin-1-yl)-5-(trifluoromethyl) benzyl)-1,8-diazaspiro[4.5]decane-8-carboxylate